BrC1=CC=C(C2=C1C=CO2)C(C)(C)C 4-bromo-7-tert-butylbenzofuran